CC1=CC(=CC=C1)S(=O)(=O)O.ClC1=CC(=C(C=C1Cl)[C@H](N[S@@](=O)C(C)(C)C)C1CCNCC1)OCC=C (S)-N-[(R)-[4,5-dichloro-2-(prop-2-en-1-yloxy)phenyl](piperidin-4-yl)methyl]2-methylpropane-2-sulfinamide m-toluenesulfonate